N-(4,4-difluorocyclohexyl)-2-(6-methylpyridin-2-yl)pyrimidin-4-amine FC1(CCC(CC1)NC1=NC(=NC=C1)C1=NC(=CC=C1)C)F